O=C1NC2=CC(=CC=C2C1)/C=C/C(=O)OC methyl (2E)-3-(2-oxo-1,3-dihydroindol-6-yl)prop-2-enoate